N1=C2C(=CC=C1C(=O)N)CC=C2 5H-cyclopenta[b]pyridine-2-carboxamide